3-BIPHENYLBORONIC ACID C1(=CC(=CC=C1)B(O)O)C1=CC=CC=C1